FC(C[C@@H]1N(CCOC1)C1=CC(=C(C(=O)N[C@H](C(=O)O)CC2=CC=C(C=C2)N2C(N(C3=C(C2=O)COC3)C)=O)C(=C1)C)F)F (S)-2-(4-((S)-3-(2,2-difluoroethyl)morpholinyl)-2-fluoro-6-methylbenzamido)-3-(4-(1-methyl-2,4-dioxo-1,2,5,7-tetrahydrofuro[3,4-d]pyrimidin-3(4H)-yl)phenyl)propanoic acid